2,6-dibromo-4-isopropylphenol BrC1=C(C(=CC(=C1)C(C)C)Br)O